N1C=C(C=2C1=NC=CC2)\C=C/2\C(N(C(N2)=O)C(C)C)=O (Z)-5-((1H-pyrrolo[2,3-b]pyridin-3-yl)methylene)-3-isopropylimidazolidine-2,4-dione